COC(=O)C1=CC=CC=2C(=C(OC21)F)Cl chloro-2-fluorobenzofuran-7-carboxylic acid methyl ester